2-bromo-5-chloro-3-fluoro-6-(2-methoxyphenoxy)pyridine BrC1=NC(=C(C=C1F)Cl)OC1=C(C=CC=C1)OC